C(C)(C)(C)OC(=O)N1[C@@H](CN(C[C@@H]1C)C1=C2C=NC(=NC2=C(C=C1)C(=O)OC)SC)C methyl 5-[(3R,5S)-4-tert-butoxycarbonyl-3,5-dimethyl-piperazin-1-yl]-2-methylsulfanyl-quinazoline-8-carboxylate